N-(3-(4-(4-((2,4-dimethoxybenzyl)amino)quinazolin-8-yl)-1H-pyrazol-1-yl)-4-methylphenyl)-3-(trifluoromethoxy)pyrrolidine-1-carboxamide COC1=C(CNC2=NC=NC3=C(C=CC=C23)C=2C=NN(C2)C=2C=C(C=CC2C)NC(=O)N2CC(CC2)OC(F)(F)F)C=CC(=C1)OC